C(C1=CC=CC=C1)OC(=O)N1C2CC(C(C1)C2)OCC=2C(=NOC2C2CC2)C2=C(C=C(C=C2Cl)OC)Cl 5-((5-cyclopropyl-3-(2,6-dichloro-4-methoxyphenyl)isoxazol-4-yl)methoxy)-2-azabicyclo[2.2.1]Heptane-2-carboxylic acid (1s,4s,5r)-benzyl ester